N-(2-((tert-butyldiphenylsilyl)oxy)ethyl)-4-(2-((2Z,5Z,8Z)-tetradeca-2,5,8-trien-1-yl)phenyl)butanamide [Si](C1=CC=CC=C1)(C1=CC=CC=C1)(C(C)(C)C)OCCNC(CCCC1=C(C=CC=C1)C\C=C/C\C=C/C\C=C/CCCCC)=O